OC=1C=C(C=CC1O)C=CC(=O)C=1C=C(C=CC1C(C=CC1=CC(=C(C=C1)O)O)=O)C=CC(=O)O 3-[3,4-Bis[3-(3,4-dihydroxyphenyl)prop-2-enoyl]phenyl]prop-2-enoic acid